ethyl (2E)-3-(4-bromo-2-furyl)but-2-enoate BrC=1C=C(OC1)/C(=C/C(=O)OCC)/C